COC(C1=CC(=CC(=C1)NC1=NS(C2=C1C=CC=C2)(=O)=O)C#N)=O 3-cyano-5-((1,1-dioxobenzo[d]isothiazol-3-yl)amino)benzoic acid methyl ester